N-(2-chloro-6-fluorophenyl)-2-{[1,1-difluoropropan-2-yl]oxy}-4-[4-ethyl-3-(hydroxymethyl)-5-oxo-4,5-dihydro-1H-1,2,4-triazol-1-yl]benzamide ClC1=C(C(=CC=C1)F)NC(C1=C(C=C(C=C1)N1N=C(N(C1=O)CC)CO)OC(C(F)F)C)=O